6-(3-Methyl-5-(((2-(trifluoromethyl)pyridin-3-yl)oxy)methyl)piperidin-1-yl)-1-(2,2,2-trifluoroethyl)-1H-pyrazolo[3,4-b]pyrazine CC1CN(CC(C1)COC=1C(=NC=CC1)C(F)(F)F)C1=CN=C2C(=N1)N(N=C2)CC(F)(F)F